2-bromo-4-(cyclopropylamino)-N-(2,6-dichlorophenyl)-1-(2-trimethylsilylethoxymethyl)pyrrolo[2,3-b]pyridine-5-carboxamide BrC1=CC=2C(=NC=C(C2NC2CC2)C(=O)NC2=C(C=CC=C2Cl)Cl)N1COCC[Si](C)(C)C